C(C)OC1C(C(C1)=O)C=CC 3-ethoxy-2-propenylcyclobutanone